[6-(1H-1,2,4-triazol-5-yl)-2-azaspiro[3.3]heptan-2-yl]-[6-[[5-(trifluoromethyl)-2-pyridyl]methyl]-2-azaspiro[3.3]heptan-2-yl]methanone N1N=CN=C1C1CC2(CN(C2)C(=O)N2CC3(C2)CC(C3)CC3=NC=C(C=C3)C(F)(F)F)C1